C(C(C)C)N1CCC(CC1)N1CCC(CC1)C=1C=C(C2=C(NC(=N2)C=2SC=CN2)C1)C 2-(6-(1'-Isobutyl-[1,4'-bipiperidin]-4-yl)-4-methyl-1H-benzo[d]imidazol-2-yl)thiazol